(4-(6-((3r,5r,7r)-adamantan-1-yl)hexyl)piperazin-1-yl)(5-(4-chlorophenyl)-1-(2,4-dichloro-phenyl)-4-methyl-1H-pyrazol-3-yl)methanone C12(CC3CC(CC(C1)C3)C2)CCCCCCN2CCN(CC2)C(=O)C2=NN(C(=C2C)C2=CC=C(C=C2)Cl)C2=C(C=C(C=C2)Cl)Cl